3-[1-(2-chloro-3-fluoro-phenyl)-ethoxy]-5-[4-(2-pyrrolidin-1-yl-ethoxy)-phenyl]-pyridin-2-ylamine ClC1=C(C=CC=C1F)C(C)OC=1C(=NC=C(C1)C1=CC=C(C=C1)OCCN1CCCC1)N